silver LEAD [Pb].[Ag]